(E)-7-(3-Methoxy-3-oxoprop-1-en-1-yl)-3-methyl-2,3-dihydrobenzofuran-3-carboxylic acid COC(/C=C/C1=CC=CC=2C(COC21)(C(=O)O)C)=O